CC1=C(C=C2C(=NNC2=C1)C=1C=NN(C1)C)C1C[C@@H]2[C@@H](CN(C2)C2COCC2)C1 6-methyl-3-(1-methyl-1H-pyrazol-4-yl)-5-((3aR,5s,6aS)-2-(tetrahydrofuran-3-yl)octahydrocyclopenta[c]pyrrol-5-yl)-1H-indazole